ClCC1=NC=C(C(=C1)C(=O)OC)NC1=C(C=C(C=C1)[Si](C)(C)C)F methyl 2-(chloromethyl)-5-(2-fluoro-4-trimethylsilylanilino)pyridine-4-carboxylate